C(CCC)PCC=C(C)C butyl(3-methyl-2-butenyl)phosphine